FC(S(=O)(=O)O[Si]([Si](OS(=O)(=O)C(F)(F)F)(C)C)(C)C)(F)F 1,2-bis(trifluoromethanesulfonyl-oxy)tetramethyldisilane